C[N+](C)(C)CC(=O)O 1-carboxy-N,N,N-trimethyl-methanaminium